C12(CC(C1)C2)C[C@H](CO)NCC=2N=C1C(=NC2)OC(=C1)C1CC1 (2R)-3-(1-Bicyclo[1.1.1]pentanyl)-2-[(6-cyclopropylfuro[2,3-b]pyrazin-2-yl)methylamino]propan-1-ol